OC(C(CO)CC)O 2-bis-hydroxymethylbutanol